Butyl (S)-3-((3-fluoro-5-nitropyridin-2-yl)oxy)pyrrolidine-1-carboxylate FC=1C(=NC=C(C1)[N+](=O)[O-])O[C@@H]1CN(CC1)C(=O)OCCCC